C(C)NC(=O)N[C@@H]1C[C@@H](C=2C1=CC(=C1C=C(N=CC21)C2CC2)S(NCC(C)C)(=O)=O)O |r| 1-ethyl-3-[cis-(7RS,9SR)-3-cyclopropyl-9-hydroxy-5-(2-methylpropylsulfamoyl)-8,9-dihydro-7H-cyclopenta[h]isoquinolin-7-yl]urea